2-(bromomethyl)-6-fluoronaphthalene BrCC1=CC2=CC=C(C=C2C=C1)F